1-benzyl-4-(cyclohexylmethyl)-2-methylbenzene C(C1=CC=CC=C1)C1=C(C=C(C=C1)CC1CCCCC1)C